ethyl 5-chloro-6-oxo-1,6-dihydropyridine-2-carboxylate ClC1=CC=C(NC1=O)C(=O)OCC